4-((2,4-dioxo-3-phenyl-3,4-dihydroquinazolin-1(2H)-yl)methyl)-N-hydroxybenzoamide O=C1N(C2=CC=CC=C2C(N1C1=CC=CC=C1)=O)CC1=CC=C(C(=O)NO)C=C1